NCCOCCOCCNC(=O)C(CNC(=O)O[C@H]1CC\C=C\CCC1)S(=O)(=O)O 1-({2-[2-(2-Aminoethoxy)ethoxy]ethyl}carbamoyl)-2-({[(1R,4E)-cyclooct-4-en-1-yloxy]carbonyl}amino)ethane-1-sulfonic acid